2-Methyl-4-(3-thienyl)-3-butyn-2-amine CC(C)(C#CC1=CSC=C1)N